C(C)(C)(C)OC(=O)N1C[C@H]([C@H](CC1)N(C1=CC=C(C=C1)Cl)C)C (3R,4S)-4-(4-chloro-N-methyl-anilino)-3-methyl-piperidine-1-carboxylic acid tert-butyl ester